3-[(3-fluoro-2-methoxyphenyl)amino]-2-[7-methoxy-6-(methylamino)quinolin-4-yl]-5H,6H,7H-pyrazolo[1,5-a]pyrazin-4-one FC=1C(=C(C=CC1)NC=1C(=NN2C1C(NCC2)=O)C2=CC=NC1=CC(=C(C=C21)NC)OC)OC